(R)-2-((2-((2,4-dimethoxybenzyl)amino)-7-(4,4,5,5-tetramethyl-1,3,2-dioxaborolan-2-yl)pyrido[3,2-d]pyrimidin-4-yl)amino)-2-methylhexan-1-ol COC1=C(CNC=2N=C(C3=C(N2)C=C(C=N3)B3OC(C(O3)(C)C)(C)C)N[C@@](CO)(CCCC)C)C=CC(=C1)OC